ammonium acetate, trihydrochloride Cl.Cl.Cl.C(C)(=O)[O-].[NH4+]